N[C@H](C)C1=C2C=C(N(C(C2=CC(=C1)C)=O)C)N1CCC(CC1)C (R)-5-(1-aminoethyl)-2,7-dimethyl-3-(4-methylpiperidin-1-yl)isoquinolin-1(2H)-one